(±)-4-((1-(3-(difluoromethyl)-2-fluorophenyl)ethyl)amino)-2-methyl-7-oxo-7,8-dihydropyrido[2,3-d]pyrimidine-6-carboxamide FC(C=1C(=C(C=CC1)[C@@H](C)NC=1C2=C(N=C(N1)C)NC(C(=C2)C(=O)N)=O)F)F |r|